hydroxy-2-naphthoate OC1=C(C=CC2=CC=CC=C12)C(=O)[O-]